2-amino-4-(4-fluoroanilino)-6-methylaminopyrimidine NC1=NC(=CC(=N1)NC1=CC=C(C=C1)F)NC